FC=1C=CC2=C(CCO2)C1CNC1=NC=C(C=2N1C=NN2)C2=CC=CC=1S(C(=CC12)C)(=O)=O 4-(5-(((5-fluoro-2,3-dihydrobenzofuran-4-yl)methyl)amino)-[1,2,4]triazolo[4,3-c]pyrimidin-8-yl)-2-methylbenzo[b]thiophene-1,1-dioxide